BrC(C(=O)OCCCCCCCCCCCCCCCCCCCC)C eicosyl α-bromopropionate